3,5-dimethyl-4-hydroxylphenyl-boronic acid pinacol ester CC=1C=C(C=C(C1O)C)B1OC(C)(C)C(C)(C)O1